1,4-pentane-diol C(CCC(C)O)O